tert-butyl (S)-4-(6-((4-cyano-2-fluorobenzyl)oxy)pyridin-2-yl)-2-methylpiperazine-1-carboxylate C(#N)C1=CC(=C(COC2=CC=CC(=N2)N2C[C@@H](N(CC2)C(=O)OC(C)(C)C)C)C=C1)F